(3S,5S)-3-{[8-carbamoyl-6-(1-cyclopropyl-1H-pyrazol-4-yl)pyrido[3,2-d]pyrimidin-4-yl]amino}-5-fluoropiperidin-1-carboxylic acid tert-butyl ester C(C)(C)(C)OC(=O)N1C[C@H](C[C@@H](C1)F)NC=1C2=C(N=CN1)C(=CC(=N2)C=2C=NN(C2)C2CC2)C(N)=O